O=C1NC(CC[C@@H]1C1=CC=C(C=C1)N1CCC(CC1)C(=O)N1CCCC1)=O (3R)-1-(1-(4-(2,6-DIOXOPIPERIDIN-3-YL)PHENYL)PIPERIDINE-4-CARBONYL)PYRROLIDINE